NCCC(=O)NCCCNC(=O)C1=C(C=C(C=C1)NC(=O)C=1N(C(=CN1)C1=C(C(=C(C=C1)OC(F)F)F)F)C)Cl N-[4-[3-(3-aminopropanoylamino)propylcarbamoyl]-3-chloro-phenyl]-5-[4-(difluoromethoxy)-2,3-difluoro-phenyl]-1-methyl-imidazole-2-carboxamide